FC(C1=NC=CC(=C1)N1C[C@@H](CC1)C(=O)N1CC2=C3CC(CC3=C(N=C2C1)C)(C)C)(F)F [1-(2-Trifluoromethyl-pyridin-4-yl)-pyrrolidin-3(R)-yl]-(5,7,7-trimethyl-3,6,7,8-tetrahydro-1H-2,4-diaza-as-indacen-2-yl)-methanone